methyl 1-phenyl-9H-pyrido[3,4-b]indole-3-carboxylate C1(=CC=CC=C1)C1=NC(=CC2=C1NC1=CC=CC=C21)C(=O)OC